methyl 4-(oxetan-3-yl)-5-oxo-4,5-dihydropyrazine-2-carboxylate O1CC(C1)N1C=C(N=CC1=O)C(=O)OC